C(C)(C)(C)OC(=O)NCCCC(C(=O)O)CC(C)([N+](=O)[O-])C 2-{3-[(tert-butoxycarbonyl)amino]propyl}-4-methyl-4-nitropentanoic acid